BrC=1C(=C(C(=O)OCOC)C(=C(C1OC(=O)C1(C(=CC(C=C1C)=O)C)O)C)C)OCOC methoxymethyl 3-bromo-4-((1-hydroxy-2,6-dimethyl-4-oxocyclohexa-2,5-diene-1-carbonyl)oxy)-2-(methoxymethoxy)-5,6-dimethylbenzoate